N-[3-(2-benzoxazolyl)phenyl]-2-(ethylthio)acetamide O1C(=NC2=C1C=CC=C2)C=2C=C(C=CC2)NC(CSCC)=O